C(C1=CC=CC=C1)OC(=O)N(C1C2(CC2C(C1)O)C(=O)OC)C Methyl 2-(((benzyloxy)carbonyl)(methyl)amino)-4-hydroxybicyclo[3.1.0]hexane-1-carboxylate